(4-BROMO-2-CHLOROPHENYL)METHANOL BrC1=CC(=C(C=C1)CO)Cl